N-(3,3-difluorocyclobutyl)-5-(2-((cis-4-methoxycyclohexyl)amino)-7H-pyrrolo[2,3-d]pyrimidin-5-yl)pyrazolo[1,5-a]pyridine-3-carboxamide FC1(CC(C1)NC(=O)C=1C=NN2C1C=C(C=C2)C2=CNC=1N=C(N=CC12)N[C@@H]1CC[C@@H](CC1)OC)F